Sodium StyreneSulphonate C(=CC1=CC=CC=C1)S(=O)(=O)[O-].[Na+]